propyl-hydroxysulfone C(CC)S(=O)(=O)O